C(CCCCCCCCCCCCCCC)(=O)N[C@@H](CC1=CC=C(C=C1)O)C(=O)O N-Palmitoyl-L-Tyrosine